C(C)OC(C(C)(OC1=C(C=C(C=C1C)CN1CCN(CC1)CC1=CC=C(C=C1)C(F)(F)F)C(F)(F)F)C)=O 2-Methyl-2-(2-(trifluoromethyl)-4-((4-(4-(trifluoromethyl)benzyl)piperazin-1-yl)methyl)-6-methylphenoxy)propanoic acid ethyl ester